pyrazole hydrochloride salt Cl.N1N=CC=C1